C(=O)(C(=C)C)[C@](N)(CCCCN)C(=O)O 2-methacryl-lysine